N-(4-fluoropyridin-3-yl)-8-(2-(2,2,2-trifluoroethoxy)phenyl)imidazo[1,2-a]pyridine-2-carboxamide FC1=C(C=NC=C1)NC(=O)C=1N=C2N(C=CC=C2C2=C(C=CC=C2)OCC(F)(F)F)C1